C(C)(C)(C)OC(=O)N1C[C@H](OCC1)CC#N (R)-2-(cyanomethyl)morpholine-4-carboxylic acid tert-butyl ester